OC1=C(C=C(C=C1)C=CC(=O)C1=CC=C(C=C1)C(C)C)OC 3-(4-Hydroxy-3-methoxyphenyl)-1-(4-propan-2-ylphenyl)prop-2-en-1-one